[1,4]diazocine-8-carboxylic acid methyl ester COC(=O)C1=CC=CN=CC=N1